4-(tert-butylthio)morpholine C(C)(C)(C)SN1CCOCC1